4-hydroxyoctanoic acid sodium salt [Na+].OC(CCC(=O)[O-])CCCC